COC1=NC=CC(=C1)C1=C(C=C(C=C1)C(F)(F)F)NC(=O)N=[S@](=O)(N)C=1C=NN2C1OCC(C2)(C)C (R)-N'-((2-(2-methoxypyridin-4-yl)-5-(trifluoromethyl)phenyl)carbamoyl)-6,6-dimethyl-6,7-dihydro-5H-pyrazolo[5,1-b][1,3]oxazine-3-sulfonimidamide